C1(CCCCC1)CN1N=CC2=CC(=C(C=C12)C(=O)NCCN(C)C)CC1=C(C=C(C=C1)F)F 1-(cyclohexylmethyl)-5-(2,4-difluorobenzyl)-N-(2-(dimethylamino)ethyl)-1H-indazole-6-carboxamide